N-((3S,4S)-3-((6-(2,6-dichloro-3,5-di-methoxyphenyl)-8-((2-(ethylsulfonyl)eth-yl)amino)pyrido[3,4-d]pyrimidin-2-yl)amino)tetrahydro-2H-pyran-4-yl)acrylamide ClC1=C(C(=C(C=C1OC)OC)Cl)C1=CC2=C(N=C(N=C2)N[C@@H]2COCC[C@@H]2NC(C=C)=O)C(=N1)NCCS(=O)(=O)CC